ClC1=C(C=C(C(=C1)CNC1(CC1)C=1C=NC=CC1C1=C(C=CC=C1)OC1CC1)Cl)CCCCC(=O)N(CCC(N(C[C@@H]([C@H]([C@@H]([C@@H](CO)O)O)O)O)C)=O)CCC(N(C[C@@H]([C@H]([C@@H]([C@@H](CO)O)O)O)O)C)=O 5-{2,5-dichloro-4-[({1-[4-(2-cyclopropoxyphenyl)pyridin-3-yl]cyclopropyl}amino)methyl]phenyl}-N,N-bis(2-{methyl[(2S,3R,4R,5R)-2,3,4,5,6-pentahydroxyhexyl]carbamoyl}ethyl)pentanamide